C(C=C)(=O)OC(COC(C=C)=O)CCCCCCCCCCCCCC tetradecanyl-ethylene glycol diacrylate